BrC1=CSC=2N=CN(C(C21)=O)CC 5-Bromo-3-ethylthieno[2,3-d]pyrimidin-4(3H)-one